CC1(COCC1)N 3-methyloxolan-3-amine